C(=O)(O)CCC(=S)SC(C(=O)O)C (2-carboxyethylthiocarbonylthio)propanoic acid